3,4-bis(4-methoxyphenyl)furan-2,5-dione COC1=CC=C(C=C1)C=1C(OC(C1C1=CC=C(C=C1)OC)=O)=O